2-(Methylsulfonyl)-2-azaspiro[3.3]heptan-6-yl (8-amino-7-fluoro-6-(8-methyl-2,3-dihydro-1H-pyrido[2,3-b][1,4]oxazin-7-yl)isoquinolin-3-yl)carbamate NC=1C(=C(C=C2C=C(N=CC12)NC(OC1CC2(CN(C2)S(=O)(=O)C)C1)=O)C1=C(C2=C(OCCN2)N=C1)C)F